(S)-1-(5,6,7,8-tetrahydronaphthalen-2-yl)ethylamine hydrochloride Cl.C1=C(C=CC=2CCCCC12)[C@H](C)N